3-METHYLFURAN-2-YLBORONIC ACID CC1=C(OC=C1)B(O)O